N-(2-(Diethylamino)ethyl)-5-(4-hydroxy-3-methoxyphenyl)thiophen-2-carboxamid hydrochlorid Cl.C(C)N(CCNC(=O)C=1SC(=CC1)C1=CC(=C(C=C1)O)OC)CC